3-chloro-5-(2-chloro-3,5-difluorophenyl)-4H-benzo[e][1,2,4]thiadiazine 1,1-dioxide ClC1=NS(C2=C(N1)C(=CC=C2)C2=C(C(=CC(=C2)F)F)Cl)(=O)=O